3-(5-methyl-1,3-thiazol-2-yl)-5-[(3S)-tetrahydrofuran-3-ylmethoxy]benzamide CC1=CN=C(S1)C=1C=C(C(=O)N)C=C(C1)OC[C@@H]1COCC1